The molecule is an alpha-amino acid ester that is the methyl ester of N(gamma)-nitro-L-arginine. It has a role as an EC 1.14.13.39 (nitric oxide synthase) inhibitor. It is an alpha-amino acid ester, a L-arginine derivative, a N-nitro compound and a methyl ester. It is a conjugate base of a N(gamma)-nitro-L-arginine methyl ester(1+). COC(=O)[C@H](CCCN=C(N)N[N+](=O)[O-])N